L-1-Trifluoroethyl acrylate C(C=C)(=O)OCC(F)(F)F